methyl 2,7-dimethyl-3-oxo-3,4-dihydroquinoxaline-6-carboxylate CC1=NC2=CC(=C(C=C2NC1=O)C(=O)OC)C